CN1CC2(C1)CCN(CC2)C2=CC=CC=1N(C=NC12)C(=O)NCCC#CC1=CC=CC=C1 4-(2-Methyl-2,7-diazaspiro[3.5]nonan-7-yl)-N-(4-phenylbut-3-yn-1-yl)-1H-benzo[d]imidazole-1-carboxamide